Methyl 5-((3-bromobenzyl)oxy)-2-hydroxybenzoate BrC=1C=C(COC=2C=CC(=C(C(=O)OC)C2)O)C=CC1